C[N+]1=C2C=C(C=CC2=CC2=CC=C(C=C12)N)N 10-methylacridin-10-ium-3,6-diamine